P(=O)(OC[C@@H](COCCCCCCCCCCCCCCCCCC)OCCCCCCCCCCCCCCCCCC)(OCCBr)[O-] (R)-2,3-bis(octadecyloxy)propyl (2-bromoethyl) phosphate